4-methoxy-2-((E)-{(1E)-1-[(2E)-(4-methoxy-1-methylpyridin-2(1H)-ylidene)hydrazono]ethyl}diazenyl)-1-methylpyridinium chloride [Cl-].COC1=CC(=[N+](C=C1)C)\N=N\C(\C)=N\N=C/1\N(C=CC(=C1)OC)C